NC1=NC2=NC=C(N=C2C(N1)=O)CCNC1=CC=C(C(=O)N[C@H](C(=O)O)CCC#C)C=C1 (S)-2-(4-((2-(2-amino-4-oxo-3,4-dihydropteridin-6-yl)ethyl)amino)benzamido)hex-5-ynoic acid